BrC1=CC(=CC=2N(C(=NC21)C2CC2)CC)C2=C(N=NN2C)C 4-bromo-2-cyclopropyl-6-(1,4-dimethyl-1H-1,2,3-triazol-5-yl)-1-ethyl-1H-benzo[d]imidazole